COCCN(C=1C=CC(=NC1)NC=1N=CC2=C(N1)N(C(C(=C2)Br)=O)C2CCCC2)CCOC 2-{5-[bis-(2-methoxyethyl)-amino]-pyridin-2-ylamino}-6-bromo-8-cyclopentyl-8H-pyrido[2,3-d]Pyrimidin-7-one